C(CCCCCCCCCCCCCCC)(=O)O[C@H](COP(=O)(O)OCC[N+](C)(C)C)COC(CCCCCCCCCCCCCCC)=O 2,3-dipalmitoyl-sn-glycero-1-phosphorylcholine